tert-Butyl N-(4-hydroxybut-2-ynyl)carbamate OCC#CCNC(OC(C)(C)C)=O